C=C1[C@H]2CC[C@H](C2)C1(C)C (+)-Camphene